BrC(C(=O)OCC)Br ethyl 2,2-dibromoacetate